3-(pyridin-4-yl)isophthalamide N1=CC=C(C=C1)C1(CC(C(=O)N)=CC=C1)C(=O)N